ClC1=NC=2N(C(=C1C1=C(C=C(C=C1F)I)F)Cl)N=CN2 5,7-dichloro-6-(2,6-difluoro-4-iodophenyl)-[1,2,4]triazolo[1,5-a]pyrimidine